C(C)(C)(C)OC(=O)C1=CC2=C(S1)C=CC(=C2)Br 5-Bromobenzo[b]thiophene-2-carboxylic acid tert-butyl ester